FC=1C(=NC=C(C1)F)C(=O)N 3,5-DIFLUORO-2-PYRIDINECARBOXAMIDE